C(C)(C)(C)OC(=O)N1C[C@@H](CC1)COS(=O)(=O)C(F)(F)F (R)-3-((((trifluoromethyl)sulfonyl)oxy)methyl)pyrrolidine-1-carboxylic acid tert-butyl ester